CC1=CC(=NO1)C(C)=O 1-(5-methylisoxazol-3-yl)ethanone